C1(=CC=CC=C1)C1=CC=C(C=C1)CNC1=NN2C(NC(=CC2=O)C(F)(F)F)=N1 2-[(4-phenylphenyl)methyl-amino]-5-(trifluoromethyl)-4H-[1,2,4]triazolo[1,5-a]pyrimidin-7-one